3-(5-(4-((1-Hydroxy-2-methylpropan-2-yl)amino)-2-(6-azaspiro[2.5]octan-6-yl)phenyl)-1,3,4-oxadiazol-2-yl)-N-(1-methylcyclopropyl)benzenesulfonamide OCC(C)(C)NC1=CC(=C(C=C1)C1=NN=C(O1)C=1C=C(C=CC1)S(=O)(=O)NC1(CC1)C)N1CCC2(CC2)CC1